C1(CC1)C1=CC=CC=2C3=CC=CC=C3NC12 cyclopropylcarbazole